OC(=O)C(F)(F)F.OC1=C(C=O)C(=CC=C1)OCC1=NC=CC(=N1)NC=1N=CC2=C(C=CC(=C2C1)C(C)C)N1CC(C1)CS(=O)(=O)C 2-hydroxy-6-((4-((5-isopropyl-8-(3-((methylsulfonyl)methyl)azetidin-1-yl)isoquinolin-3-yl)amino)pyrimidin-2-yl)methoxy)benzaldehyde TFA salt